COC=1C=C(C=CC1OC)C=1NC2=CC=C(C=C2C1CC)C(=O)N1CCN(CCC1)C(C)=O 1-(4-(2-(3,4-dimethoxyphenyl)-3-ethyl-1H-indole-5-carbonyl)-1,4-diazepan-1-yl)ethan-1-one